CC(C(C(=O)N[C@@H](C)C1=CC=C(C(=O)OC)C=C1)OS(=O)(=O)C)C methyl 4-((1S)-1-(3-methyl-2-((methylsulfonyl)oxy)butanamido)ethyl)benzoate